NC1=NC2=CC(=CC=C2C=C1F)O[C@H]1CC[C@]2([C@@H]1O[C@H]([C@@H]2O)N2C=CC1=C2N=CN=C1N)O (2R,3R,3aS,6S,6aR)-6-((2-amino-3-fluoroquinolin-7-yl)oxy)-2-(4-amino-7H-pyrrolo[2,3-d]pyrimidin-7-yl)hexahydro-3aH-cyclopenta[b]furan-3,3a-diol